3H-imidazo[4,5-b]pyridin-5-amine N1=CNC2=NC(=CC=C21)N